ClC=1N=CN(C1C(=O)N(C)[C@H]1CNC[C@H]1CC)C 4-chloro-N-((3R,4R)-4-ethylpyrrolidin-3-yl)-N,1-dimethyl-1H-imidazole-5-carboxamide